FC(OC1=CC=C(C=C1)C1=CN=C2N1C=CN=C2NC2=CC(=C(C=C2)C(=O)N2CCOC1(C2)CCNCC1)C)F [4-[[3-[4-(difluoromethoxy)phenyl]imidazo[1,2-a]pyrazin-8-yl]amino]-2-methylphenyl]-(1-oxa-4,9-diazaspiro[5.5]undecan-4-yl)methanone